FC1=C(C=CC(=C1)F)C1=CC(=NO1)C(=O)NC1(CN(C1)C1CCC(CC1)(C)O)CC(=O)OCC ethyl 2-(3-(5-(2,4-difluorophenyl)isoxazole-3-carboxamido)-1-(4-hydroxy-4-methylcyclohexyl)azetidin-3-yl)acetate